C1(CC1)CN1C=2N(C3=CC=C(C=C3C1=O)S(=O)(=O)NC1(CC1)C)[C@@H](CN2)C (R)-4-(cyclopropylmethyl)-1-methyl-N-(1-methylcyclopropyl)-5-oxo-1,2,4,5-tetra-hydroimidazo[1,2-a]quinazoline-7-sulfonamide